CC=1C=CC(=C(C1)O)C=1C=2N(C(=NN1)N[C@H]1CN(CCC1)C)N=C(C2)C (R)-5-methyl-2-(2-methyl-7-((1-methylpiperidin-3-yl)amino)pyrazolo[1,5-d][1,2,4]triazin-4-yl)phenol